CN(S(=O)(=O)C(C(C(C(C(C(C(C(F)(F)F)(F)F)(F)F)(F)F)(F)F)(F)F)(F)F)(F)F)C(C(=O)O)(F)F N-methylperfluorooctanesulfonamidoacetic acid